C(CCC)C(C(=O)O)=C.C(C=C)(=O)OCCCC n-butyl acrylate (n-butylacrylate)